5-(4-(2-(pyridin-3-yl)ethynyl)phenoxy)-1H-1,2,3-triazole-4-carboxylic acid N1=CC(=CC=C1)C#CC1=CC=C(OC2=C(N=NN2)C(=O)O)C=C1